C1(CC1)C=1C=C(C=2N(C1)C=C(N2)CNC2=CC(=C(C=C2)S(=O)(=O)NC(OC(C)(C)C)=O)NC(=O)[C@@H]2[C@H](C2)C2=NC=CC(=N2)C)F tert-butyl ((4-(((6-cyclopropyl-8-fluoroimidazo[1,2-a]pyridin-2-yl)methyl)amino)-2-((1S,2S)-2-(4-methylpyrimidin-2-yl)cyclopropane-1-carboxamido)phenyl)sulfonyl)carbamate